ClC=1C(=NC(=C(C1N)F)F)F 3-chloro-2,5,6-trifluoropyridin-4-amine